(1R,3R)-1-(3-bromo-2,6-difluorophenyl)-2-((3-fluorooxetan-3-yl)methyl)-3-methyl-2,3,4,9-tetrahydro-1H-pyrido[3,4-b]Indole BrC=1C(=C(C(=CC1)F)[C@H]1N([C@@H](CC2=C1NC1=CC=CC=C21)C)CC2(COC2)F)F